CCCCC(CCCCCCC(CCCCCCCC)O)O eicosane-5,12-diol